N1C=CC2=CC(=CC=C12)CC=1N(C=2C(=C3CC[C@@H](N(C3=CC2)C(=O)OC)C)N1)C1CCCCC1 (1S,4r)-4-((S)-2-((1H-Indol-5-yl)methyl)-6-(methoxycarbonyl)-7-methyl-6,7,8,9-tetrahydro-3H-imidazo[4,5-f]chinolin-3-yl)cyclohexan